(5s,7s)-5-(5-chloro-2-fluoro-phenyl)-2-(difluoromethylsulfonyl)-7-fluoro-6,7-dihydro-5H-pyrrolo[1,2-b][1,2,4]triazole ClC=1C=CC(=C(C1)[C@@H]1C[C@@H](C=2N1N=C(N2)S(=O)(=O)C(F)F)F)F